6-chloro-1,7-naphthyridine-2,4-diol ClC=1C=C2C(=CC(=NC2=CN1)O)O